tert-butyl (4R,7S)-2-[2-[2,4-difluoro-6-(2-methoxyethoxy)phenyl]ethynyl]-4,7-dimethyl-6,7-dihydro-4H-pyrazolo[1,5-a]pyrazine-5-carboxylate FC1=C(C(=CC(=C1)F)OCCOC)C#CC1=NN2C([C@H](N(C[C@@H]2C)C(=O)OC(C)(C)C)C)=C1